6-(2-((3-(2-chloro-6-methylphenyl)-5-cyclopropylisoxazol-4-yl)methylene)-7-azaspiro[3.5]non-7-yl)-2-naphthoic acid ClC1=C(C(=CC=C1)C)C1=NOC(=C1C=C1CC2(C1)CCN(CC2)C=2C=C1C=CC(=CC1=CC2)C(=O)O)C2CC2